C(CCCCCCC)OCC=O OCTYL-OXY-ACETALDEHYDE